3-(4,5-dihydro-isoxazol-3-yl)-2-methyl-4-(methylsulfonyl)benzoyl chloride O1N=C(CC1)C=1C(=C(C(=O)Cl)C=CC1S(=O)(=O)C)C